methyl 5-(4-(trifluoromethyl)-1H-imidazol-2-yl)picolinate FC(C=1N=C(NC1)C=1C=CC(=NC1)C(=O)OC)(F)F